(3S,4s)-4-((R)-6-fluoro-5H-imidazo[5,1-a]isoindol-5-yl)tetrahydro-2H-pyran-3-ol FC1=C2[C@H](N3C(C2=CC=C1)=CN=C3)[C@H]3[C@@H](COCC3)O